3-sulfhydryl-propyl-trimethyl-silane SCCC[Si](C)(C)C